tributylethyl-phosphine bis(trifluoromethanesulfonyl)imide salt [N-](S(=O)(=O)C(F)(F)F)S(=O)(=O)C(F)(F)F.C(CCC)C(CP)(CCCC)CCCC